1,3-dimethyl-pyrazole-4-carboxamide CN1N=C(C(=C1)C(=O)N)C